4-aminophenyl tetrazolate N1N=NN=C1C(=O)OC1=CC=C(C=C1)N